6-chloro-3-(2-pyridyl)-N-(2-pyridylmethyl)-[1,2,4]triazolo[4,3-b]pyridazin-8-amine ClC=1C=C(C=2N(N1)C(=NN2)C2=NC=CC=C2)NCC2=NC=CC=C2